3-(Aminomethyl)-4-benzyl-3,4-dihydro-2H-benzo[b][1,4]oxazin-6-yl-3-(1H-indol-6-yl)urea NCC1N(C2=C(OC1)C=CC(=C2)NC(=O)NC2=CC=C1C=CNC1=C2)CC2=CC=CC=C2